2-oxo-2-(piperazin-1-yl)acetic acid O=C(C(=O)O)N1CCNCC1